C(C1=CC=CC=C1)OC1CC2=CC=C(C=C2C1)Br 2-(benzyloxy)-5-bromo-2,3-dihydro-1H-indene